(4-chlorobenzyl)-1,3,4-oxadiazole ClC1=CC=C(CC=2OC=NN2)C=C1